1-[6-[2-Fluoro-3-(trifluoromethyl)phenyl]pyrazolo[4,3-b]pyridin-1-yl]-3-methyl-butan-2-one FC1=C(C=CC=C1C(F)(F)F)C=1C=C2C(=NC1)C=NN2CC(C(C)C)=O